2-(6-Amino-3-pyridyl)propan-2-ol NC1=CC=C(C=N1)C(C)(C)O